4-[[(2R,3R,4R,5R)-3-(3,4-Difluoro-2-vinyl-phenyl)-4,5-dimethyl-5-(trifluoromethyl)tetrahydrofuran-2-carbonyl]amino]pyridin-2-carboxamid FC=1C(=C(C=CC1F)[C@@H]1[C@@H](O[C@]([C@@H]1C)(C(F)(F)F)C)C(=O)NC1=CC(=NC=C1)C(=O)N)C=C